C(C)NC1=NC(=NC(=N1)NCC)SC 2,4-bis(ethylamino)-6-methylsulfanyl-1,3,5-triazine